(Z)-Ethyl oct-5-enoate C(CCC\C=C/CC)(=O)OCC